C(C1=CC=CC=C1)OCCN(CC1=CC(=CC=C1)CNCC1=NC=CC=C1)C1CCCC=2C=CC=NC12 N-(benzyloxyethyl)-N'-(2-pyridylmethyl)-N-(5,6,7,8-tetrahydro-8-quinolinyl)-1,3-xylylenediamine